C1(CCCC1)C1=CC=C(CC2=NOC(=N2)CC(C(=O)O)=C)C=C1 ((3-(4-cyclopentylbenzyl)-1,2,4-oxadiazol-5-yl)methyl)acrylic acid